L-2'-deoxyadenosine [C@@H]1(C[C@H](O)[C@@H](CO)O1)N1C=NC=2C(N)=NC=NC12